OCC(C=O)C1=CC=C(C=C1)C=1C=NN(C1)C 3-hydroxy-2-(4-(1-methyl-1H-pyrazol-4-yl)phenyl)propan-1-one